6-[7-chloro-4-(dimethylamino)-6-fluoro-8-(methylamino)-9H-pyrido[2,3-b]indol-3-yl]-4-oxo-1-pyrrolidin-3-yl-1,8-naphthyridine-3-carboxylic acid ClC1=C(C=C2C3=C(NC2=C1NC)N=CC(=C3N(C)C)C=3C=C1C(C(=CN(C1=NC3)C3CNCC3)C(=O)O)=O)F